4-amino-N-((6-ethoxy-3-pyridazinyl)methyl)-N-((2R)-1-methoxy-2-propanyl)-1,3-dihydrofuro[3,4-c]quinoline-8-carboxamide NC1=NC=2C=CC(=CC2C2=C1COC2)C(=O)N([C@@H](COC)C)CC=2N=NC(=CC2)OCC